3-chloro-5-(2-hydroxypropan-2-yl)benzoic acid ClC=1C=C(C(=O)O)C=C(C1)C(C)(C)O